ClC1=CC(=C(C=C1)[C@@]1(OC2=C(O1)C=CC=C2C=2CCN(CC2)CC2=NC=1C(=NC(=CC1)C(=O)O)N2C[C@H]2OCC2)C)F 2-((4-((S)-2-(4-chloro-2-fluorophenyl)-2-methylbenzo[d][1,3]dioxol-4-yl)-3,6-dihydropyridin-1(2H)-yl)methyl)-3-(((S)-oxetan-2-yl)methyl)-3H-imidazo[4,5-b]pyridine-5-carboxylic acid